The molecule is a monovalent inorganic anion obtained by removal of a proton from H2TeO3 It is a tellurium oxoanion and a monovalent inorganic anion. It is a conjugate base of a tellurous acid. It is a conjugate acid of a tellurite. O[Te](=O)[O-]